6-((3-tert-butyl-7-(5-(hydroxymethyl)isoxazol-3-yl)pyrazolo[1,5-d][1,2,4]triazin-2-oxy)methyl)-N-(piperidin-1-yl)-nicotinamide C(C)(C)(C)C=1C(=NN2C(=NN=CC21)C2=NOC(=C2)CO)OCC2=NC=C(C(=O)NN1CCCCC1)C=C2